F[C@H]1CNCC[C@H]1N1N=CC2=C(C=CC=C12)N1C(NC(CC1)=O)=O 1-(1-((3S,4R)-3-Fluoropiperidin-4-yl)-1H-indazol-4-yl)dihydropyrimidine-2,4(1H,3H)-dione